[Br-].C(CC)N propanamine bromide